NC1=C(C(=NC(=C1)C)N1CCC(CC1)(F)F)N(C=O)C1=C(C=C(C=C1)Br)N1CCC2(CC2)CC1 N-[4-amino-2-(4,4-difluoropiperidinyl)-6-methyl(3-pyridyl)][2-(6-azaspiro[2.5]oct-6-yl)-4-bromophenyl]formamide